1,6-bis[(3-ethyl-3-oxetanyl)methoxy]Hexane C(C)C1(COC1)COCCCCCCOCC1(COC1)CC